2-[4-[4-[5-[tert-butyl(dimethyl)silyl]oxy-1-tetrahydropyran-2-yl-indazol-3-yl]pyrazol-1-yl]butoxy]ethanol tert-butyl-N-(4-chloro-3-cyano-7-fluoro-thieno[3,2-c]pyridin-2-yl)carbamate C(C)(C)(C)N(C(=O)OCCOCCCCN1N=CC(=C1)C1=NN(C2=CC=C(C=C12)O[Si](C)(C)C(C)(C)C)C1OCCCC1)C1=C(C=2C(=NC=C(C2S1)F)Cl)C#N